Mono-Isopropylamin C(C)(C)N